C1(CCCC1)NC1=C(C=C(C=C1)S(=O)(=O)CC)C=1C=C(C(N(C1)C)=O)C 5-[2-(cyclopentylamino)-5-ethylsulfonylphenyl]-1,3-dimethylpyridin-2-one